[2-(5-fluoro-1H-indol-3-yl)ethyl]-N-methylpropan-2-en-1-amine FC=1C=C2C(=CNC2=CC1)CCC(C=C)NC